11-((2-hydroxyoctyl)thio)-6-oxoundecyl 2-hexyldecanoate C(CCCCC)C(C(=O)OCCCCCC(CCCCCSCC(CCCCCC)O)=O)CCCCCCCC